tert-butyl ((S)-(5-((S)-1-(5,5-difluoro-2-oxotetrahydropyrimidin-1(2H)-yl)-2-methoxyethyl)benzo[d]-oxazol-2-yl)(4,4-difluorocyclohexyl)methyl)carbamate FC1(CNC(N(C1)[C@H](COC)C=1C=CC2=C(N=C(O2)[C@H](C2CCC(CC2)(F)F)NC(OC(C)(C)C)=O)C1)=O)F